4-((6-chloro-1-methyl-1H-benzo[d]imidazol-2-yl)methyl)-N-hydroxy-3-oxo-3,4-dihydro-2H-benzo[b][1,4]oxazine-6-carboxamide ClC=1C=CC2=C(N(C(=N2)CN2C3=C(OCC2=O)C=CC(=C3)C(=O)NO)C)C1